C(CCCCCCCCCCC)N1C(C=CC2=CC(=CN=C12)OCCCCCCCCCCCC)=O 1-dodecyl-6-dodecoxynaphthyridine-2-one